ClC1=NC=CC2=CC(=C(C=C12)OCCOCCCl)C#N 1-chloro-7-(2-(2-chloroethoxy)ethoxy)isoquinoline-6-carbonitrile